C(C)(C)(C)C1=CC(=NO1)NC(NC1=CC=C(C=C1)B(O)O)=O (4-(3-(5-(tert-butyl)isoxazol-3-yl)ureido)phenyl)boronic acid